(2R,3R,4R,5R)-2-((bis(4-methoxyphenyl)(phenyl)methoxy)methyl)-5-(6-(N-ethylbenzamido)-9H-purin-9-yl)-4-methoxytetrahydrofuran-3-yl (2-cyanoethyl) diisopropylphosphoramidite C(C)(C)N(P(O[C@@H]1[C@H](O[C@H]([C@@H]1OC)N1C2=NC=NC(=C2N=C1)N(C(C1=CC=CC=C1)=O)CC)COC(C1=CC=CC=C1)(C1=CC=C(C=C1)OC)C1=CC=C(C=C1)OC)OCCC#N)C(C)C